C(C)C1=CC=C(OCC(=O)N(CC=2SC=CC2)C2=NNC=C2)C=C1 2-(4-Ethylphenoxy)-N-(1H-pyrazol-3-yl)-N-(thiophen-2-ylmethyl)acetamid